acryloyloxyethyldimethyl(3-trimethoxysilylpropyl)ammonium chloride [Cl-].C(C=C)(=O)OCC[N+](CCC[Si](OC)(OC)OC)(C)C